O1CCC(CC1)CCC#N 3-(tetrahydro-2H-pyran-4-yl)propionitrile